O1COC(C1)CCN 1,3-dioxolane-4-ethanamine